triisobutoxytitanium chloride [Cl-].C(C(C)C)O[Ti+](OCC(C)C)OCC(C)C